CC1=CC=C(C=C1)S(=O)(=O)O[C@@H]1COCC1 (S)-tetrahydrofuran-3-yl 4-toluenesulfonate